2,3-dioleoyloxypropyl-ammonium C(CCCCCCC\C=C/CCCCCCCC)(=O)OC(C[NH3+])COC(CCCCCCC\C=C/CCCCCCCC)=O